2-[3-(3-chloro-5-fluorophenyl)ureido]-4-trifluoromethoxy-N-(3-hydroxy-propyl)benzamide ClC=1C=C(C=C(C1)F)NC(NC1=C(C(=O)NCCCO)C=CC(=C1)OC(F)(F)F)=O